methyl (2S)-5-amino-6-[[(1r,3r)-3-(methoxycarbonyl) cyclohexyl] amino]-2-methyl-1,2,3,4-tetrahydroquinoline-1-carboxylate NC1=C2CC[C@@H](N(C2=CC=C1N[C@H]1C[C@@H](CCC1)C(=O)OC)C(=O)OC)C